N-((5-(2-((2-ethylquinazolin-4-yl)thio)acetyl)thiophen-2-yl)methyl)pivalamide C(C)C1=NC2=CC=CC=C2C(=N1)SCC(=O)C1=CC=C(S1)CNC(C(C)(C)C)=O